The molecule is the conjugate base of 3alpha-hydroxyglycyrrhetinic acid; major species at pH 7.3. It is a conjugate base of a 3alpha-hydroxyglycyrrhetinic acid. C[C@]12CC[C@](C[C@H]1C3=CC(=O)[C@@H]4[C@]5(CC[C@H](C([C@@H]5CC[C@]4([C@@]3(CC2)C)C)(C)C)O)C)(C)C(=O)[O-]